4-(4-Chloro-6-(6-((5-fluoro-6-methoxypyridin-3-yl)methyl)-3,6-diazabicyclo[3.1.1]heptan-3-yl)pyridin-3-yl)-6-(2-hydroxy-2-methylpropoxy)pyrazolo[1,5-a]pyridine-3-carbonitrile ClC1=C(C=NC(=C1)N1CC2N(C(C1)C2)CC=2C=NC(=C(C2)F)OC)C=2C=1N(C=C(C2)OCC(C)(C)O)N=CC1C#N